C(C)(C)(C)[C@@H]1C[C@H]([C@@H](O1)C(=O)NC1=CC(=NC=C1)C(=O)N)C1=C(C(=C(C=C1)F)F)OC (2R,3S,5S)-4-[[5-tert-Butyl-3-(3,4-difluoro-2-methoxyphenyl)tetrahydrofuran-2-carbonyl]amino]pyridin-2-carboxamid